FC(C(COC(C(=C)C)=O)(F)F)(C(F)(F)F)F.FC(C(C(F)(F)F)C(C(=O)O)=C)(F)F.C(C(=C)C)(=O)OCC(C(C(F)(F)F)(F)F)(F)F heptafluorobutyl methacrylate hexafluoroisopropyl-acrylate heptafluorobutyl-methacrylate